(8S,11S)-18-methyl-12-oxo-7-oxa-3,10,13,18,19-pentaazapentacyclo[15.6.1.12,6.18,11.020,24]hexacosane-1(23),2(26),3,5,17(24),19,21-heptaene-10-carboxylic acid tert-butyl ester C(C)(C)(C)OC(=O)N1C[C@H]2OC3=CC=NC(C4=CC=CC5=NN(C(CCCNC([C@@H]1C2)=O)=C45)C)=C3